7-(5-bromo-2-methylphenyl)-7H-pyrrolo[2,3-d]pyrimidin-2-amine BrC=1C=CC(=C(C1)N1C=CC2=C1N=C(N=C2)N)C